5-dodecylfuran-2-sulfonic acid sodium salt [Na+].C(CCCCCCCCCCC)C1=CC=C(O1)S(=O)(=O)[O-]